CN1N=CC=2CN(C=3C(=CC=CC3C2C1=O)[N+](=O)[O-])C 2,6-dimethyl-7-nitro-5,6-dihydropyridazino[4,5-c]Quinolin-1(2H)-one